3,4,6,7-tetrahydro-2H-pyrimido[6,1-a]isoquinolin-4-one C=1CNC(N2C1C1=CC=CC=C1CC2)=O